C1COC(=O)[C@H]1[NH3+] The molecule is an ammonium ion resulting from the protonation of the amino group of L-homoserine lactone. The major species at pH 7.3. It is a conjugate acid of a L-homoserine lactone.